N-(((2S,5R)-6-(phenylmethyloxy)-7-oxo-1,6-diazabicyclo[3.2.1]oct-2-yl)(imino)methyl)-1-methylpiperidine-4-carboxamide C1(=CC=CC=C1)CON1[C@@H]2CC[C@H](N(C1=O)C2)C(NC(=O)C2CCN(CC2)C)=N